Cl.C1=CC(=CC=2C34CC=CC=C3C(=CC12)NCC4)C(=O)N 9,4b-(epiminoethano)phenanthrene-3-carboxamide hydrochloride